C1(CCCCC1)CNC(=O)C1=CC2=C(NC3=CC=CC=C23)C(=N1)C(=O)N N3-(Cyclohexylmethyl)-9H-pyrido[3,4-b]indole-1,3-dicarboxamide